C(C)OC(=O)C12CCCC2C2CCC1C2 Octahydro-4,7-methylene-3aH-indene-3a-carboxylic acid ethyl ester